C(CCC)C1CC(=O)NCCC1 3-n-butyl-caprolactam